5,6-dimethyl-1-benzimidazole-carboxylic acid methyl ester COC(=O)N1C=NC2=C1C=C(C(=C2)C)C